S(N)(=O)(=O)C=1C(=CC=C(C(=O)O)C1)Cl 5-(sulfamoyl)-4-chlorobenzoic acid